(2R,3R,4S,5S)-2-(acetylhydroxymethyl)-5-(1-(3-methylbut-2-en-1-yl)-2,4-diketo-1,2,3,4-tetrahydropyridin-5-yl)tetrahydrofuran-3,4-diacetate C(C)(=O)C([C@@H]1O[C@@H]([C@H]([C@H]1CC(=O)[O-])CC(=O)[O-])C=1C(CC(N(C1)CC=C(C)C)=O)=O)O